4-[[3-(piperidine-1-carbonyl)pyrazolo[1,5-a]pyridin-7-yl]amino]-1H-pyrimidin-6-one N1(CCCCC1)C(=O)C=1C=NN2C1C=CC=C2NC=2N=CNC(C2)=O